2-tri-n-butylstannyl-5-(2,6-dimethylphenyl)thienothiophene C(CCC)[Sn](C1=CC2=C(C=C(S2)C2=C(C=CC=C2C)C)S1)(CCCC)CCCC